2-(6-(5-fluoro-2-((4-(4-methylpiperazin-1-yl)phenyl)amino)-6-propyl-7H-pyrrolo[2,3-d]pyrimidin-7-yl)pyridin-2-yl)propan-2-ol FC1=C(N(C=2N=C(N=CC21)NC2=CC=C(C=C2)N2CCN(CC2)C)C2=CC=CC(=N2)C(C)(C)O)CCC